N[C@@H](C)C(=O)OC(CCCCCCCCCCC)=O.[NH4+] ammonium lauroyl alaninate